butyl 4-(2-{[4-(trifluoromethyl)phenyl]amino}pyridin-3-yl)piperazine-1-carboxylate FC(C1=CC=C(C=C1)NC1=NC=CC=C1N1CCN(CC1)C(=O)OCCCC)(F)F